FC([Si](C(F)(F)F)(Cl)C(C(C(C(C(C(C(C(C(C(F)(F)F)(F)F)(F)F)(F)F)(F)F)(F)F)(F)F)(F)F)(F)F)(F)F)(F)F perfluorodecyl-chlorodimethylsilane